ClC1=C(C=CC(=C1)F)C1CN(C1)[C@@H]1[C@H](CCCC1)OC=1C=C2CN(C(C2=CC1)=O)C1C(NC(CC1)=O)=O 3-(5-(((1S,2S)-2-(3-(2-chloro-4-fluorophenyl)azetidin-1-yl)cyclohexyl)oxy)-1-oxoisoindolin-2-yl)piperidine-2,6-dione